C12C(C3CC(CC(C1)C3)C2)CCCN2CCN(CC2)C(=O)C2=NN(C(=C2C)C2=CC=C(C=C2)Cl)C2=C(C=C(C=C2)Cl)Cl (4-(3-((1r,3r,5r,7r)-adamantan-2-yl)propyl)piperazin-1-yl)(5-(4-chlorophenyl)-1-(2,4-dichlorophenyl)-4-methyl-1H-pyrazol-3-yl)methanone